ClC=1C=C(C=CC1Cl)NC(=O)N1C2CCC1C(C=1C=NC=CC12)C N-(3,4-dichlorophenyl)-9-methyl-6,7,8,9-tetrahydro-5H-5,8-epiminocyclohepta[c]pyridine-10-carboxamide